CNCC1=CC=C(C=C1)C(C)(C)C (methyl)-4-tert-butylbenzylamine